2-(3-(1H-pyrrolo[2,3-b]pyridin-5-yl)phenoxy)-N-(4-methyl-3-(trifluoromethyl)phenyl)acetamide N1C=CC=2C1=NC=C(C2)C=2C=C(OCC(=O)NC1=CC(=C(C=C1)C)C(F)(F)F)C=CC2